5-aminohexahydrocyclopenta[c]pyrrole-2(1H)-carboxylate NC1CC2C(CN(C2)C(=O)[O-])C1